2,4-DIAMINOPYRIDO[2,3-D]PYRIMIDINE-6-CARBALDEHYDE NC=1N=C(C2=C(N1)N=CC(=C2)C=O)N